C1(CC1)S(=O)(=O)N1N=CC(=C1)C1=NC=CC(=N1)NC1=CC2=C(C=N1)C(=NN2C(C)C)N2CCN(CC2)CC2=CC=C(C=C2)NC2C(NC(CC2)=O)=O 3-((4-((4-(6-((2-(1-(cyclopropylsulfonyl)-1H-pyrazol-4-yl)pyrimidin-4-yl)amino)-1-isopropyl-1H-pyrazolo[4,3-c]pyridin-3-yl)piperazin-1-yl)methyl)phenyl)amino)piperidine-2,6-dione